2-((5-chloro-2-ethylpyrazolo[1,5-a]pyrimidin-3-yl)amino)-4-(4-fluorophenyl)thiazole-5-carbonitrile ClC1=NC=2N(C=C1)N=C(C2NC=2SC(=C(N2)C2=CC=C(C=C2)F)C#N)CC